ethyl 2-(4-(2-fluoro-6-methylphenyl)piperazin-1-yl)acetate FC1=C(C(=CC=C1)C)N1CCN(CC1)CC(=O)OCC